(R)-N-(5-ethyl-2-methoxy-4-(4-(4-methylpiperazin-1-yl)piperidin-1-yl)phenyl)-6-(3-phenylisooxazolidin-2-yl)pyrimidin-4-amine C(C)C=1C(=CC(=C(C1)NC1=NC=NC(=C1)N1OCC[C@@H]1C1=CC=CC=C1)OC)N1CCC(CC1)N1CCN(CC1)C